Cl.BrC=1C=C(C#N)C=CC1 3-bromobenzonitrile hydrochloride